O1C(COC2=C1C=CC=C2)C(=O)OCCC Propyl 1,4-benzodioxan-2-carboxylate